BrC1=CC=C(C=C1)C=1N(C=C(N1)C=O)C 2-(4-bromophenyl)-1-methyl-1H-imidazole-4-carbaldehyde